(S,E)-Methyl-6-(4,5-dichlorothiophen-2-carboxamido)-7-(1-(2-(2-adamantylamino)-2-oxoethyl)-2-oxo-1,2-dihydropyridin-3-ylamino)-7-oxohept-2-enoat COC(\C=C\CC[C@@H](C(=O)NC=1C(N(C=CC1)CC(=O)NC1C2CC3CC(CC1C3)C2)=O)NC(=O)C=2SC(=C(C2)Cl)Cl)=O